N-(3-chloro-5-(methylsulfonamido)phenyl)-4-(5-fluoro-3-((3-fluoro-5-(trifluoromethoxy)benzyl)oxy)pyridin-2-yl)-5-methylthiophene-2-carboxamide ClC=1C=C(C=C(C1)NS(=O)(=O)C)NC(=O)C=1SC(=C(C1)C1=NC=C(C=C1OCC1=CC(=CC(=C1)OC(F)(F)F)F)F)C